Tert-butyl [(2R)-1-hydrazino-1-oxopropan-2-yl]carbamate N(N)C([C@@H](C)NC(OC(C)(C)C)=O)=O